5-Fluoro-2-(4-fluoro-3-(piperidine-4-carbonyl)-1H-pyrrolo[2,3-c]pyridin-1-yl)-N,N-diisopropylbenzamide di-hydrochloride Cl.Cl.FC=1C=CC(=C(C(=O)N(C(C)C)C(C)C)C1)N1C=C(C=2C1=CN=CC2F)C(=O)C2CCNCC2